2-cyano-N-(5-fluoro-4-methoxy-2-nitrophenyl)acetamide methyl-2-fluoro-5-(((methylsulfonyl)oxy)methyl)benzoate COC(C1=C(C=CC(=C1)COS(=O)(=O)C)F)=O.C(#N)CC(=O)NC1=C(C=C(C(=C1)F)OC)[N+](=O)[O-]